CC=1C(=NC(=NC1)N1CCC(CC1)C(=O)N1OCC[C@H]1C1=NC(=CN=C1)C)C(=O)N 5-Methyl-2-[4-[(3S)-3-(6-methylpyrazin-2-yl)isoxazolidine-2-carbonyl]-1-piperidyl]pyrimidine-4-carboxamide